C(#N)C1=CC(=C(COC2=CC=CC(=N2)C2=CC(N(C=C2F)CC2=NC3=C(N2[C@@H]2COCC2(C)C)C=C(C=C3F)C(=O)O)=O)C=C1)F (S)-2-((6-((4-cyano-2-fluorobenzyl)oxy)-5'-fluoro-2'-oxo-[2,4'-bipyridin]-1'(2'H)-yl)methyl)-1-(4,4-dimethyltetrahydrofuran-3-yl)-4-fluoro-1H-benzo[d]imidazole-6-carboxylic acid